O=C1NC(CCC1N1C(C2=CC=C(C=C2C1)CO)=O)=O (2-(2,6-dioxopiperidin-3-yl)-1-oxoisoindoline-5-yl)methanol